methyl 4-amino-1-(isoquinolin-7-yl)-2-oxo-7-(trifluoromethyl)-1,2-dihydro-1,8-naphthyridine-3-carboxylate NC1=C(C(N(C2=NC(=CC=C12)C(F)(F)F)C1=CC=C2C=CN=CC2=C1)=O)C(=O)OC